((6-cyano-3-methylpyrazin-2-yl)methyl)cyclopropane-1-carboxylic acid tert-butyl ester C(C)(C)(C)OC(=O)C1(CC1)CC1=NC(=CN=C1C)C#N